2-(4-chloro-[1,1'-biphenyl]-2-yl)-4,6-diphenyl-1,3,5-triazine ClC1=CC(=C(C=C1)C1=CC=CC=C1)C1=NC(=NC(=N1)C1=CC=CC=C1)C1=CC=CC=C1